COC(=O)C=1C(N(C2=NC(=CC=C2C1N)Br)C1=C(C=CC=C1)C)=O 4-Amino-7-bromo-2-oxo-1-(o-tolyl)-1,2-dihydro-1,8-naphthyridine-3-carboxylic acid methyl ester